COC(=O)[C@@H]1O[C@]([C@H]([C@H]1C1=C(C(=C(C=C1)F)F)OC)CC)(C(F)(F)F)C |r| rac-(2R,3S,4S,5R)-3-(3,4-difluoro-2-methoxy-phenyl)-4-ethyl-5-methyl-5-(trifluoromethyl)tetrahydrofuran-2-carboxylic acid methyl ester